3,3-difluoro-(S)-4-hydroxy-7-(cyclopropylsulfanyl)-1,2,3,4-tetrahydroquinoline-2-one FC1(C(NC2=CC(=CC=C2[C@@H]1O)SC1CC1)=O)F